tert-butyl N-(5-bromo-2,3-difluoro-4-methylphenyl)carbamate BrC=1C(=C(C(=C(C1)NC(OC(C)(C)C)=O)F)F)C